1-Propynylpseudouridin C(#CC)N1C=C([C@H]2[C@H](O)[C@H](O)[C@@H](CO)O2)C(NC1=O)=O